FC1(CC(CC1)CN1N=C(C(=C1C(=O)O)C(F)(F)F)OC(C)C)F 1-[(3,3-difluorocyclopentyl)methyl]-3-(propan-2-yloxy)-4-(trifluoromethyl)-1H-pyrazole-5-carboxylic acid